CC1=C2C=CC(=NC2=CC(=C1)C(=O)N1CCC2(CC1)CC1=C(N=C(S1)C1(CC1)C)C(C2)=O)NC 1'-(5-methyl-2-(methylamino)quinoline-7-carbonyl)-2-(1-methylcyclopropyl)-5H-spiro[benzo[d]thiazol-6,4'-piperidin]-4(7H)-one